DiEthoxyMethyl-Silane tert-butyl-2-(2-(2-isopropylphenyl)-4-(1,2,3,4-tetrahydronaphthalen-1-yl)piperazin-1-yl)-7-azaspiro[3.5]nonane-7-carboxylate C(C)(C)(C)OC(=O)N1CCC2(CC(C2)N2C(CN(CC2)C2CCCC3=CC=CC=C23)C2=C(C=CC=C2)C(C)C)CC1.C(C)OC(OCC)[SiH3]